[Sn]=O.[Zn].[In].[Ag] silver-indium zinc tin oxide